[O-]S(=O)(=O)C(F)(F)F.C(C)N1C=[N+](C=C1)C 1-Ethyl-3-methylimidazolium triflate